tert-butyl N-[1-[5-(2,6-dioxo-3-piperidyl)-2-pyridyl]-4-piperidyl]-N-methyl-carbamate O=C1NC(CCC1C=1C=CC(=NC1)N1CCC(CC1)N(C(OC(C)(C)C)=O)C)=O